C1=CC(=C(C=C1[C@H]2[C@H](C(=O)C3=C(C=C(C=C3O2)O)O)O)O)O The molecule is a taxifolin that has (2S,3R)-configuration. It has a role as a metabolite. It is a conjugate acid of a (+)-epitaxifolin(1-). It is an enantiomer of a (-)-epitaxifolin.